C(C)S(=O)(=O)N1CCN(CC1)CC1=CC=C(COC2=C3CN(C(C3=CC=C2)=O)C2C(NC(CC2)=O)=O)C=C1 3-{4-[4-(4-Ethanesulfonyl-piperazin-1-ylmethyl)-benzyloxy]-1-oxo-1,3-dihydro-isoindol-2-yl}-piperidine-2,6-dione